9H-carbazole-1,2,3,4,5,6,8-d7 C1(=C(C(=C(C=2C3=C(C(=CC(=C3NC12)[2H])[2H])[2H])[2H])[2H])[2H])[2H]